C1OCC2=C1C=CC=C2CO (1,3-dihydro-2-benzofuran-4-yl)methanol